COC1=C(C=CC(=C1)C)C1=NN=C(C=2CCCCC12)O 4-(2-Methoxy-4-methylphenyl)-5,6,7,8-tetrahydrophthalazin-1-ol